[(1RS,2SR)-2,6,6-trimethyl-3-cyclohexen-1-yl]-2-buten-1-one C[C@@H]1[C@H](C(CC=C1)(C)C)C(C=CC)=O |r|